dibutyl phosphate hexadecylamine salt C(CCCCCCCCCCCCCCC)N.P(=O)(OCCCC)(OCCCC)O